6-(2-chloro-3,5-dimethoxyphenyl)-N-(4-(4-morpholinylpiperidin-1-yl)phenyl)-[1,2,4]triazolo[4',3':1,6]pyrido[2,3-d]pyrimidin-2-amine ClC1=C(C=C(C=C1OC)OC)C1=CC2=C(N=C(N=C2)NC2=CC=C(C=C2)N2CCC(CC2)N2CCOCC2)N2C1=NN=C2